ClC1([C@@H](CN(CC1)C1=C(C(=O)NC2=CC(=NC=C2)S(N)(=O)=O)C=C(C=N1)C(F)(F)F)C)Cl (R)-2-(4,4-dichloro-3-methylpiperidin-1-yl)-N-(2-sulfamoylpyridin-4-yl)-5-(trifluoromethyl)nicotinamide